BrNC1=CC=CC2=CC3=CC=CC=C3C=C12 N-bromo-anthracenylamine